2-methyl-N-(3-(4-(3-trifluoromethylphenyl)piperazin-1-yl)propyl)-6,6a,7,8,9,10-hexahydrobenzo[b]pyrido[1,2-d][1,4]oxazine-7-carboxamide formate C(=O)O.CC1=CC2=C(OCC3N2CCCC3C(=O)NCCCN3CCN(CC3)C3=CC(=CC=C3)C(F)(F)F)C=C1